BrC=1C(=NC(=NC1)CC(=O)OC)C methyl 2-(5-bromo-4-methylpyrimidin-2-yl)acetate